F[C@H]1CN(CC[C@H]1NC1=CC=CC2=C1SC(=C2CC(F)(F)F)C#CCNC2=C(C=C(C=C2)C2=NN(C=N2)C)OC)C (3S,4R)-3-fluoro-N-(2-(3-((2-methoxy-4-(1-methyl-1H-1,2,4-triazol-3-yl)phenyl)amino)prop-1-yn-1-yl)-3-(2,2,2-trifluoroethyl)benzo[b]thiophen-7-yl)-1-methylpiperidin-4-amine